gamma-mercaptopropyltriethoxysilane SCCC[Si](OCC)(OCC)OCC